3,5-bis(4-aminophenoxy)benzoic acid NC1=CC=C(OC=2C=C(C(=O)O)C=C(C2)OC2=CC=C(C=C2)N)C=C1